ClC=1C=CC(=CC1)C(F)(F)F (E)-5-chloro-2-(trifluoromethyl)benzene